tert-butyl 6-(2-hydroxyethyl)-2-azaspiro-[3.3]heptane-2-carboxylate OCCC1CC2(CN(C2)C(=O)OC(C)(C)C)C1